N-(1,6-bis(4-fluorophenyl)-1H-pyrazolo[3,4-d]pyrimidin-4-yl)-5-nitrothiophene-2-carboxamide FC1=CC=C(C=C1)N1N=CC=2C1=NC(=NC2NC(=O)C=2SC(=CC2)[N+](=O)[O-])C2=CC=C(C=C2)F